F[C@H]1CN(C[C@@H](C1)NC1=NC=C(C=N1)C(F)(F)F)C1=NC2=C(N1C)C=C(C(=C2C)NC(C=C)=O)C N-(2-((3R,5R)-3-Fluoro-5-((5-(trifluoromethyl)pyrimidin-2-yl)amino)piperidin-1-yl)-1,4,6-trimethyl-1H-benzo[d]imidazol-5-yl)acrylamide